CC1=CC=C(C=C1)S(=O)(=O)O.ClC(OC1=CC=C(C=C1)NC(C1=CN=C(C(=C1)C1=NC=CN=C1)N1C[C@@H](CC1)F)=O)(F)F (R)-N-(4-(chlorodifluoromethoxy)phenyl)-6-(3-fluoropyrrolidin-1-yl)-5-(pyrazin-2-yl)nicotinamide p-toluenesulfonate